N[C@@H]1C2=CC(=CC=C2CC12CCN(CC2)C2=NC=C(N=C2)N2CCCC1=NC=CC=C21)CCC(=O)NCC (S)-3-(1-amino-1'-(5-(3,4-dihydro-1,5-naphthyridin-1(2H)-yl)pyrazin-2-yl)-1,3-dihydrospiro[inden-2,4'-piperidin]-6-yl)-N-ethylpropionamide